ClC=1C=C2C(C(=CN(C2=CC1N1[C@H](CCC1)COC1=NC=CC=C1Cl)C=1C=NC(=CC1)N1CCNCC1)C(=O)O)=O (R)-6-chloro-7-(2-(((3-chloropyridin-2-yl)oxy)methyl)pyrrolidin-1-yl)-4-oxo-1-(6-(piperazin-1-yl)pyridin-3-yl)-1,4-dihydroquinoline-3-carboxylic acid